Cl.O1N=CC2=C1C=CC=C2N2CCN(CC2)C(CCC)N2N=C1C(=N2)C=CC=C1 1-(4-(4-benzisoxazolyl)piperazine-1-yl)butyl-2H-benzotriazole hydrochloride